C(C)(C)(C)C1=NOC(=N1)C(=O)N[C@H](C)C1=C(C=C(C=C1)C1=NC=NC=2NC3=CC(=C(C=C3C21)C)N2CCN(CC2)C(=O)OCC2=CC=CC=C2)C benzyl (R)-4-(4-(4-(1-(3-(tert-butyl)-1,2,4-oxadiazole-5-carboxamido)ethyl)-3-methylphenyl)-6-methyl-9H-pyrimido[4,5-b]indol-7-yl)piperazine-1-carboxylate